C(=O)(C=C)N1SC2=C(C1=O)C=CC=C2 2-acryl-benzo[d]isothiazolin-3-one